C(#N)C1=C(C=CC(=C1)N1CCN(CC1)C)NC1=NC=C(C=N1)C(F)(F)F 2-((2-cyano-4-(4-methylpiperazin-1-yl)phenyl)amino)-5-(trifluoromethyl)pyrimidin